silver(II) orthophosphate P(=O)([O-])([O-])[O-].[Ag+2].P(=O)([O-])([O-])[O-].[Ag+2].[Ag+2]